COCCOCCOC1=C(C(=C(C(=O)NC2=CC=C(C=C2)C#CC2=CC=CC3=CC=CC=C23)C=C1)OCCOCCOC)OCCOCCOC tris(2-(2-methoxyethoxy)ethoxy)-N-(4-(naphthalen-1-ylethynyl)phenyl)benzamide